5-[4-(6-methoxy-1-benzofuran-2-yl)-1,2,3-triazol-1-yl]-1-oxo-3H-isoindol-2-ylpiperidine-2,6-dione COC1=CC2=C(C=C(O2)C=2N=NN(C2)C=2C=C3CN(C(C3=CC2)=O)N2C(CCCC2=O)=O)C=C1